3-[5-(7-chloroquinolin-2-yl)-1-oxo-2,3-dihydro-1H-isoindol-2-yl]piperidine-2,6-dione ClC1=CC=C2C=CC(=NC2=C1)C=1C=C2CN(C(C2=CC1)=O)C1C(NC(CC1)=O)=O